3-ethyl-5-(2-ethylbutyl)-octadecane C(C)C(CC)CC(CCCCCCCCCCCCC)CC(CC)CC